O=C1NC(CCC1N1C(C2=CC=CC(=C2C1=O)CCCCC(=O)N1CCN(CC1)CC1=CC=C(C(=O)NC2=CC(=C(C=C2)C)NC2=NC=CC(=N2)C=2C=NC=CC2)C=C1)=O)=O 4-((4-(5-(2-(2,6-dioxopiperidin-3-yl)-1,3-dioxoisoindolin-4-yl)pentanoyl)piperazin-1-yl)methyl)-N-(4-methyl-3-((4-(pyridin-3-yl)pyrimidin-2-yl)amino)phenyl)benzamide